11-[(6-ethynyl-2-naphthyl)oxy]undecan-1-ol C(#C)C=1C=C2C=CC(=CC2=CC1)OCCCCCCCCCCCO